N-[(1R)-1-(3-bromo-5-fluorophenyl)ethyl]-6-oxo-1-phenylpyridazine-3-carboxamide BrC=1C=C(C=C(C1)F)[C@@H](C)NC(=O)C1=NN(C(C=C1)=O)C1=CC=CC=C1